C(#N)CC1=CC(=NN1C)COC1=CC=CC(=N1)C1=CC(=C(CC2=NC3=C(N2C[C@H]2OCC2)C=C(C=C3)C(=O)O)C=C1F)F (S)-2-(4-(6-((5-(cyanomethyl)-1-methyl-1H-pyrazol-3-yl)methoxy)pyridin-2-yl)-2,5-difluorobenzyl)-1-(oxetan-2-ylmethyl)-1H-benzo[d]imidazole-6-carboxylic acid